CS(=O)(=O)OCCCCC#C 1-Hex-5-ynyl methanesulfonate